C(C)(C)(C)OC(=O)N[C@H](CCCOS(=O)(=O)C1=CC=C(C=C1)C)C.C1(=CC=C(C=C1)S(=O)(=O)OCCCC1N(CC1)C(=O)OC(C)(C)C)C tert-butyl 2-[3-(p-tolylsulfonyloxy)propyl]azetidine-1-carboxylate [(4S)-4-(tert-butoxycarbonylamino)pentyl]4-methylbenzenesulfonate